O=C(CCCCCCCCCCCCCCC)N[C@@H](CCC(=O)ON1C(CCC1=O)=O)C(=O)OCC1=CC=CC=C1 5-(2,5-dioxo-1-pyrrolidinyl) 1-(phenylmethyl) N-(1-oxohexadecyl)-L-glutamate